NC1=NC(=NC=C1)C=1C=C(OC(C(=O)OCC)(C)C)C=CC1 ethyl 2-(3-(4-aminopyrimidin-2-yl) phenoxy)-2-methylpropionate